ClC1=CC=C(C=C1)C1=CC=NC(N1CC(C)(C)O)C=1C=NNC1 6-(4-Chlorophenyl)-N-(2-hydroxy-2-methylpropyl)-2-(1H-pyrazol-4-yl)pyrimidin